OC1=CC=C(C=C1)C(COC(CC)=O)C1=CC=C(C=C1)O.ClC1=C(C=C(C=C1)F)C1NC(C2=C3CCNC3=CC(=C21)NC(C2=CC(=CC(=C2)C(F)(F)F)F)=O)=O N-(3-(2-chloro-5-fluorophenyl)-1-oxo-1,2,3,6,7,8-hexahydropyrrolo[3,4-e]indol-4-yl)-3-fluoro-5-(trifluoromethyl)benzamide 2,2-bis(4-hydroxyphenyl)ethyl-propionate